[1-(2-fluorobenzyl)-1H-pyrazolo[3,4-b]pyridin-3-yl]-4,5,6-pyrimidinetriamine FC1=C(CN2N=C(C=3C2=NC=CC3)C3=NC(=C(C(=N3)N)N)N)C=CC=C1